8-fluoro-2-((4,5,6,7-tetrahydro-1H-indazol-5-yl)oxy)pyrido[4,3-d]pyrimidine FC1=CN=CC2=C1N=C(N=C2)OC2CC=1C=NNC1CC2